COC1(CC=NC=C1)C 4-methoxy-4-methylpyridin